methyl p-ethoxybenzoate C(C)OC1=CC=C(C(=O)OC)C=C1